NC(CCNNC([C@H](CC1CCC1)NC(=O)C1=NC=CN=C1)=O)=O (S)-N-(1-(2-(3-amino-3-oxopropyl)hydrazineyl)-3-cyclobutyl-1-oxopropan-2-yl)pyrazine-2-carboxamide